CCCCCCCCCCCCCCCCOC[C@H](COP(=O)(O)OC[C@H](CO)O)OC(=O)CCCCCC/C=C\C/C=C\C/C=C\CCCCC 1-hexadecyl-2-(8Z,11Z,14Z-eicosatrienoyl)-glycero-3-phospho-(1'-sn-glycerol)